C(C)(C)(C)OC(=O)N1C2CC2C(=CC1)OS(=O)(=O)C(F)(F)F tert-butyl-5-(((trifluoromethyl)sulfonyl)oxy)-2-azabicyclo[4.1.0]hept-4-ene-2-carboxylate